BrCCN(C(OCC1=CC=CC=C1)=O)CCBr benzyl di(2-bromoethyl)carbamate